FC1=CC=C(OCCN(CC[C@@H](C(=O)O)NC2=C3C(=NC=N2)N(N=C3)C)CCCCC3=NC=2NCCCC2C=C3)C=C1 (S)-4-((2-(4-fluorophenoxy)ethyl)(4-(5,6,7,8-tetrahydro-1,8-naphthyridin-2-yl)butyl)amino)-2-((1-methyl-1H-pyrazolo[3,4-d]pyrimidin-4-yl)amino)butanoic acid